C(C1=CC=CC=C1)OC[C@@]1(C(C1)(F)F)COC1=NC2=C(C=C(C=C2C(=N1)OC(C)(C)C)F)F (R)-2-((1-((benzyloxy)methyl)-2,2-difluorocyclopropyl)methoxy)-4-(tert-butoxy)-6,8-difluoroquinazoline